C(C)(C)(C)[C@@H]1CC=2C=C3C(=NC2CC1)SC(=C3)C(=O)N[C@H](CC[NH+]3CCC(CC3)N3N=CN=N3)C3=CC=C(C=C3)C3=CNC(C=C3)=O |r| rac-(6S)-6-tert-butyl-N-[rac-(1R)-1-[4-(6-oxo-1H-pyridin-3-yl)phenyl]-3-[4-(tetrazol-2-yl)piperidin-1-ium-1-yl]propyl]-5,6,7,8-tetrahydrothieno[2,3-b]quinoline-2-carboxamide